ClC1=CC=C2C(=N1)N=C(O2)N2CCC1(CCN1CC)CC2 5-Chloro-2-(1-ethyl-1,7-diazaspiro[3.5]nonan-7-yl)oxazolo[4,5-b]pyridine